CNN1C(CN(CC1)NC)CC N,N'-dimethylaminoethylpiperazine